(R)-1-(6-(4-(4-fluorophenoxy)phenyl)-4-(piperazin-1-yl)pyridin-2-yl)ethane-1,2-diol FC1=CC=C(OC2=CC=C(C=C2)C2=CC(=CC(=N2)[C@H](CO)O)N2CCNCC2)C=C1